3',5'-dichloro-[1,1'-biphenyl]-3-carboxylic acid ClC=1C=C(C=C(C1)Cl)C1=CC(=CC=C1)C(=O)O